SCCCCSCC(CS)SCCCCS 1,2-bis(4'-mercaptobutylthio)-3-mercaptopropane